NC1=CC(=C(C#N)C=C1N)P(=O)(C)C 4,5-diamino-2-(dimethylphosphoryl)benzonitrile